C(CCCCC)(=O)C(C(=O)[O-])(C(C)O)CC hexanoyl-ethyl-3-hydroxybutyrate